FC=1C(=C(C=C(C1)F)C=1C=C2C(=NN1)NC[C@@]1(N2C[C@@H](C1)OC1=CC=C(C=N1)CO)CC)OC (6-(((6aR,8R)-2-(3,5-difluoro-2-methoxyphenyl)-6a-ethyl-5,6,6a,7,8,9-hexahydropyrrolo[1',2':4,5]pyrazino[2,3-c]pyridazin-8-yl)oxy)pyridin-3-yl)methanol